FC(C=1C=CC(=C(C1)[C@@H](CCNC)CCN1CCCCC1)F)F (S)-3-(5-(difluoromethyl)-2-fluorophenyl)-N-methyl-5-(piperidin-1-yl)pentan-1-amine